10-chloro-2-methylphenanthro[4,3-d]thiazole ClC1=CC=2C3=C(C=CC2C=C1)C=CC1=C3N=C(S1)C